FC1=CC=C(C=C1)[C@@H](C)OC1=C(C=CC(=C1)[N+](=O)[O-])B1OC(C(O1)(C)C)(C)C 2-{2-[(1R)-1-(4-fluorophenyl)ethoxy]-4-nitrophenyl}-4,4,5,5-tetramethyl-1,3,2-dioxaborolane